ClC1=CC=C(OC2CN(C2)C=2N=C(C3=C(N2)CCCS3(=O)=O)NC3=CC=C2CC(N(CC2=C3)C)=O)C=C1 7-((2-(3-(4-chlorophenoxy)azetidin-1-yl)-5,5-dioxido-7,8-dihydro-6H-thiopyrano[3,2-d]pyrimidin-4-yl)amino)-2-methyl-1,4-dihydroisoquinolin-3(2H)-one